4-benzoyl-5-methyl-deoxycytidine C(C1=CC=CC=C1)(=O)C1(NC(N([C@H]2C[C@H](O)[C@@H](CO)O2)C=C1C)=O)N